FC1=C(C=C(C=C1)NC(C=C)=O)NC1=NC(=NC=C1C1=CC=C(C=C1)C(F)(F)F)NC=1C=NOC1 N-[4-fluoro-3-({2-[(1,2-oxazol-4-yl)amino]-5-[4-(trifluoromethyl)phenyl]pyrimidin-4-yl}amino)phenyl]prop-2-enamide